2-iodo-6-methyl-4-trifluoromethyl-nicotinonitrile IC1=C(C#N)C(=CC(=N1)C)C(F)(F)F